C1=CC=C(C=2OC3=C(C21)C=CC=C3)C3=NC(=NC(=N3)C3=CC=CC=C3)C3=CC=CC=C3 2-dibenzofuran-4-yl-4,6-diphenyl[1,3,5]triazine